C1(=CC=CC=C1)C1=NN=C(S1)NC(C1=CC(=C(C(=C1)O)O)O)=O N-(5-phenyl-1,3,4-thiadiazole-2-yl)-3,4,5-trihydroxybenzamide